O1C(CCCC1)N1N=C(C=C1)C1=NNC=C1 (tetrahydro-2H-pyran-2-yl)-1H,1'H-3,3'-bipyrazole